CN1C=C(C2=CC=CC=C12)CC=CCC 1-methyl-3-(pent-2-en-1-yl)-1H-indole